2-(1-(cyclopropylmethyl)piperidin-4-yl)-8-(thiazol-5-yl)thiazolo[5,4-c]isoquinoline C1(CC1)CN1CCC(CC1)C=1SC=2N=CC=3C=CC(=CC3C2N1)C1=CN=CS1